4-((Tert-butyldimethylsilyl)oxy)-1-methyl-5-(2,2,2-trifluoro-1-methoxyethyl)-1H-indazol-3-amine [Si](C)(C)(C(C)(C)C)OC1=C2C(=NN(C2=CC=C1C(C(F)(F)F)OC)C)N